(4-cyanophenyl)azepane-1-carboxylic acid tert-butyl ester C(C)(C)(C)OC(=O)N1C(CCCCC1)C1=CC=C(C=C1)C#N